n-[4-[2-amino-4-(3,5-dimethylphenyl)-1,3-thiazol-5-yl]-2-pyridyl]benzylamine CC1=CC(=CC(=C1)C2=C(SC(=N2)N)C3=CC(=NC=C3)NCC4=CC=CC=C4)C